N-((3s,5s,7s)-adamantan-1-yl)-5-((6s,8s)-7,7-dimethyl-5,6,7,8-tetrahydro-6,8-methanoisoquinolin-3-yl)-1,3,4-oxadiazol-2-amine C12(CC3CC(CC(C1)C3)C2)NC=2OC(=NN2)C=2N=CC=3[C@@H]1C([C@H](CC3C2)C1)(C)C